C(C)(C)C=1C=C(CNC2=NC=C3N(C2=O)[C@@H](CC3)C(=O)O)C=CC1 (S)-3-((3-isopropylbenzyl)amino)-4-oxo-4,6,7,8-tetrahydropyrrolo[1,2-a]pyrazine-6-carboxylic acid